(R)-6-(2-(3',5'-dichloro-[1,1'-biphenyl]-3-yl)-2-hydroxyacetyl)-2-(1-phenylcyclopropyl)-5,6,7,8-tetrahydropyrido[4,3-d]pyrimidin-4(3H)-one ClC=1C=C(C=C(C1)Cl)C1=CC(=CC=C1)[C@H](C(=O)N1CC2=C(N=C(NC2=O)C2(CC2)C2=CC=CC=C2)CC1)O